3,9-bis[1,1-dimethyl-2-{(3-tert-butyl-4-hydroxy-5-methylphenyl)propionyloxy}ethyl]-2,4,8,10-tetraoxaspiro[5.5]undecan CC(COC(CCC1=CC(=C(C(=C1)C)O)C(C)(C)C)=O)(C)C1OCC2(CO1)COC(OC2)C(COC(CCC2=CC(=C(C(=C2)C)O)C(C)(C)C)=O)(C)C